hexafluoro-propylene FC(C(=C(F)F)F)(F)F